FC=1C=C(C=C(C1)F)NC(C)C=1C=C(C=C2C(C=C(OC12)N1CCOCC1)=O)NC=1NCCN1 8-(1-((3,5-difluorophenyl)amino)ethyl)-6-((4,5-dihydro-1H-imidazol-2-yl)amino)-2-morpholino-4H-chromen-4-one